5-(methoxymethyl)-N-[(1-phenylcyclopentyl)methyl]-[1,2,4]triazolo[1,5-a]pyrimidin-7-amine COCC1=NC=2N(C(=C1)NCC1(CCCC1)C1=CC=CC=C1)N=CN2